C1([C@H](O)[C@@H](O)[C@H](O)CO1)N[C@@H](CCCCN)C(=O)O xylosyllysine